C(C)(=O)C1=NN(C2=CC=C(C=C12)C=1C=NC(=NC1)CC(=O)N(C)C)CC(=O)N1[C@@H]2C[C@@]2(C[C@H]1C(=O)NC1=NC(=CC=C1C)Br)C (1R,3S,5R)-2-(2-(3-acetyl-5-(2-(2-(dimethylamino)-2-oxoethyl)pyrimidin-5-yl)-1H-indazol-1-yl)acetyl)-N-(6-bromo-3-methylpyridin-2-yl)-5-methyl-2-azabicyclo[3.1.0]hexane-3-carboxamide